N-(1-isopentyl-3-methyl-1H-pyrrolo[2,3-b]pyridin-5-yl)acrylamide C(CC(C)C)N1C=C(C=2C1=NC=C(C2)NC(C=C)=O)C